BrC1=C(N(N=C1)C)C=1C=C(C=CC1OC)NC(=O)NC1=C(C=C(C=C1)Cl)N1CCC(CC1)C 1-[3-(4-Bromo-2-methyl-2H-pyrazol-3-yl)-4-methoxyphenyl]-3-[4-chloro-2-(4-methyl-piperidin-1-yl)-phenyl]-urea